CN1CCN(CC1)C1=NC=CC=2C3=C(N=CC12)NC=C3C3=CC=NC=C3 6-(4-methylpiperazin-1-yl)-1-(pyridin-4-yl)-3H-pyrrolo[2,3-c][2,7]naphthyridine